ClC1=NC(=CC2=C1N=C(N=C2)NC2CCN(CC2)S(=O)(=O)C=2C=NN(C2)C)C 8-chloro-6-methyl-N-(1-((1-methyl-1H-pyrazol-4-yl)sulfonyl)piperidin-4-yl)pyrido[3,4-d]pyrimidin-2-amine